bi-quinoline N1=C(C=CC2=CC=CC=C12)C1=NC2=CC=CC=C2C=C1